BrC=1C=C2C(=CNC2=CC1)C(C)=O 1-(5-bromo-1H-indol-3-yl)ethanone